ethyl ({[4-({4-[4-amino-2-butyl-1-(3,4,5,6-tetrahydro-2H-pyran-4-yl methyl)thieno[3,2-b]imidazo[4,5-d]pyridin-7-yl]hexahydropyridin-1-yl}carbonyl)cyclohexyl]methyl}oxy)acetate NC1=C2C(=C3C(=N1)C=C(S3)C3CCN(CC3)C(=O)C3CCC(CC3)COCC(=O)OCC)N(C(=N2)CCCC)CC2CCOCC2